benzil, diphenyl-iodonium salt C1(=CC=CC=C1)[I+]C1=CC=CC=C1.C1(=CC=CC=C1)C(=O)C(=O)C1=CC=CC=C1